FC=1C=C(C=C(C1C=1C=C2C(=CN1)NN=C2C=2C=NN(C2)C)C)N2CCOCC2 (3-fluoro-5-methyl-4-(3-(1-methyl-1H-pyrazol-4-yl)-1H-pyrazolo[3,4-c]pyridin-5-yl)phenyl)morpholine